trans-1-((4-((S)-3-(5-cyanopyridin-3-yl)isoxazolidine-2-carbonyl)cyclohexyl)methyl)-4-fluoro-1H-indole-6-carbonitrile C(#N)C=1C=C(C=NC1)[C@H]1N(OCC1)C(=O)[C@@H]1CC[C@H](CC1)CN1C=CC2=C(C=C(C=C12)C#N)F